ClC1=NC(=C(C(=C1Cl)S(=O)(=O)C)Cl)Cl 2,3,5,6-Tetrachloro-4-(methylsulfonyl)pyridine